hydroxybutyric acid anion OC(C(=O)[O-])CC